O=C1NC(CCC1N1C(C2=CC=CC(=C2C1=O)NCC1=C(C=C(C=C1)CN1CCC(CC1)S(=O)(=O)C(C)C)F)=O)=O 2-(2,6-dioxopiperidin-3-yl)-4-(2-fluoro-4-((4-(isopropylsulfonyl)piperidin-1-yl)methyl)benzylamino)isoindoline-1,3-dione